1-(1-(benzofuran-2-yl(1-butyl-1H-tetrazol-5-yl)methyl)piperidin-4-yl)-1H-benzo[d]imidazol-2(3H)-one O1C(=CC2=C1C=CC=C2)C(N2CCC(CC2)N2C(NC1=C2C=CC=C1)=O)C1=NN=NN1CCCC